behenic acid monoethyl ester C(C)OC(CCCCCCCCCCCCCCCCCCCCC)=O